C(#C)C=1C=C(C=CC1)[C@@H]1N(OCC1)C1=CC(=NC=N1)NC=1C(=CC(=C(C1)NC(C=C)=O)N1CCN(CC1)C)OC N-(5-((6-((R)-3-(3-ethynylphenyl)isoxazolidine-2-yl)pyrimidine-4-yl)amino)-4-methoxy-2-(4-methylpiperazine-1-yl)phenyl)acrylamide